NC(CN1CCN(CC1)C(=O)OC(C)(C)C)C1=C(C=C(C=C1)F)F tert-butyl 4-(2-amino-2-(2,4-difluorophenyl)ethyl)piperazine-1-carboxylate